BrC1=C(C(=C(C(=C1[2H])[2H])[2H])[2H])I 1-Bromo-2-iodobenzene-3,4,5,6-d4